CC=1OC(=C(N1)C)C1=NC=2C(=C3C(=NC2)NC=C3)N1C1CCC(CC1)CC#N 2-((1r,4r)-4-(2-(2,4-dimethyloxazol-5-yl)imidazo[4,5-d]Pyrrolo[2,3-b]Pyridine-1(6H)-yl)cyclohexyl)acetonitrile